CNC(=N)NN=O N-methyl-N'-nitroso-guanidine